Saccharine, Sodium Salt [Na].S1(=O)(=O)NC(=O)C2=CC=CC=C12